3,3-difluoro-4-prop-2-ynyl-piperidine-1-carboxylic acid tert-butyl ester C(C)(C)(C)OC(=O)N1CC(C(CC1)CC#C)(F)F